N-acetyl-L-valyl-N5-carbamoyl-N-[4-({[(3-methyl-3-sulfanylbutyl)carbamoyl]oxy}methyl)phenyl]-L-ornithinamide C(C)(=O)N[C@@H](C(C)C)C(=O)N[C@@H](CCCNC(N)=O)C(=O)NC1=CC=C(C=C1)COC(NCCC(C)(S)C)=O